diisobutyl (1-isobutylbenzylidene)malonate C(C(C)C)C1(C=C(C(=O)OCC(C)C)C(=O)OCC(C)C)CC=CC=C1